ClC1=C2C=C(N(C2=CC=C1)CCNC1=CC(=NC=N1)C1=CC(=C(C(=O)O)C=C1)NCC)C 4-{6-[2-(4-Chloro-2-methyl-indol-1-yl)-ethylamino]-pyrimidin-4-yl}-2-ethylaminobenzoic acid